ClN1C2(N3C(=CC=C(C3=O)NC3=NC=NC=C3OC(C)C)C1=O)CCCCC2 chloro-6'-((5-isopropoxypyrimidin-4-yl)amino)-2'H-spiro[cyclohexane-1,3'-imidazo[1,5-a]pyridine]-1',5'-dione